C1(CC1)OC1=CC=C(C=C1)C(C)N1C[C@@H](N(C[C@H]1CC)C=1C=2C(N(C(C1)=O)C)=CN(N2)CC#N)CC 2-(7-((2S,5R)-4-(1-(4-cyclopropoxyphenyl)ethyl)-2,5-diethylpiperazin-1-yl)-4-methyl-5-oxo-4,5-dihydro-2H-pyrazolo[4,3-b]pyridin-2-yl)acetonitrile